1-methoxy-3-(4-((2-(3-(((3S,4R)-3-methoxytetrahydro-2H-pyran-4-yl)amino)prop-1-yn-1-yl)-1-(2,2,2-trifluoroethyl)-1H-indol-4-yl)amino)piperidin-1-yl)propan-2-ol COCC(CN1CCC(CC1)NC1=C2C=C(N(C2=CC=C1)CC(F)(F)F)C#CCN[C@H]1[C@@H](COCC1)OC)O